C(CC\C=C\C)O TRANS-4-HEXENOL